FC1=CC=C(C=C1)N1N=CC2=CC(=C(C=C12)C)C1=CCN(CC1)C(=O)OC(C)(C)C tert-Butyl 4-(1-(4-fluorophenyl)-6-methyl-1H-indazol-5-yl)-5,6-dihydropyridine-1(2H)-carboxylate